CC1=C(C(=CC=C1)C)NC1=NN(C2=NC(=NC=C21)NC2=CC=C1CCN(CC1=C2)C(=O)NC=2C=C1CN(C(C1=CC2)=O)C2C(NC(CC2)=O)=O)C 7-((3-((2,6-dimethylphenyl)amino)-1-methyl-1H-pyrazolo[3,4-d]pyrimidin-6-yl)amino)-N-(2-(2,6-dioxopiperidin-3-yl)-1-oxoisoindolin-5-yl)-3,4-dihydroisoquinoline-2(1H)-carboxamide